(E)-3-ethoxy-N-methyl-N-(o-tolyl)acrylamide C(C)O/C=C/C(=O)N(C1=C(C=CC=C1)C)C